CC1=CC(=CC=C1)S(=O)(=O)N(C)C N,N,3-trimethylbenzenesulfonamide